2-(2,6-dimethylpiperidin-4-yl)-1H-isoindole-1,3(2H)-dione CC1NC(CC(C1)N1C(C2=CC=CC=C2C1=O)=O)C